The molecule is a secondary carboxamide resulting from the formal condensation of the carboxy group of (2S)-2-{3-[(tert-butoxycarbonyl)amino]-2-oxopyridin-1(2H)-yl}-3-cyclopropylpropanoic acid with the primary amino group of (2R,3S)-3-amino-N-benzyl-2-hydroxy-4-[(3S)-2-oxopyrrolidin-3-yl]butanamide. It is an inhibitor of SARS-CoV-2 main protease. It has a role as an EC 3.4.22.69 (SARS coronavirus main proteinase) inhibitor, an antiviral agent and an anticoronaviral agent. It is a member of pyrrolidin-2-ones, a secondary carboxamide, a pyridone, a member of cyclopropanes and a tert-butyl ester. CC(C)(C)OC(=O)NC1=CC=CN(C1=O)[C@@H](CC2CC2)C(=O)N[C@@H](C[C@@H]3CCNC3=O)[C@H](C(=O)NCC4=CC=CC=C4)O